C(#N)C(C(O)O)C(C)(C)C 2-cyano-3,3-dimethyl-3-methyl-propanediol